N1=CC=C(C2=CC=CC=C12)O[C@@H]1C[C@H](C1)N1C(N(CC1=O)C=1C=NC=C(C1)C(F)(F)F)=O 3-[trans-3-(4-quinolinyloxy)cyclobutyl]-1-[5-(trifluoromethyl)-3-pyridinyl]-2,4-imidazolidinedione